2,2,7-trifluoro-6-(2,3,5,6-tetrafluoro-4-hydroxyphenyl)-2H-benzo[b][1,4]oxazin-3(4H)-one FC1(C(NC2=C(O1)C=C(C(=C2)C2=C(C(=C(C(=C2F)F)O)F)F)F)=O)F